4-(2-(6-([1,1'-Biphenyl]-2-yl)-1,1-dioxido-1,2,6-thiadiazinan-2-yl)acetamido)adamantan-1-carboxamide C1(=C(C=CC=C1)N1CCCN(S1(=O)=O)CC(=O)NC1C2CC3(CC(CC1C3)C2)C(=O)N)C2=CC=CC=C2